ClC=1C(=NC(=NC1)NC1CCOCC1)C=1C=C2C(N(C(C2=CC1)CC(=O)OC)CC(=O)O)=O 2-(5-(5-chloro-2-((oxacyclohex-4-yl)amino)pyrimidin-4-yl)-1-(2-methoxy-2-oxoethyl)-3-oxoisoindolin-2-yl)acetic acid